1,5-dimethyl-1H-indole-2-carboxamide CN1C(=CC2=CC(=CC=C12)C)C(=O)N